tert-butyl 7-[(2-methoxy-2-oxoethyl)amino]-3,4-dihydro-1H-isoquinoline-2-carboxylate COC(CNC1=CC=C2CCN(CC2=C1)C(=O)OC(C)(C)C)=O